3-(2-(1-fluorocyclopropyl)-3H-imidazo[4,5-b]pyridin-7-yl)-3,8-diazabicyclo[3.2.1]octane-8-carboxylate FC1(CC1)C1=NC=2C(=NC=CC2N2CC3CCC(C2)N3C(=O)[O-])N1